Cis-tert-Butyl 3-fluoro-4-hydroxypiperidine-1-carboxylate F[C@@H]1CN(CC[C@@H]1O)C(=O)OC(C)(C)C